FC1=CC(=C(C=C1)N1CN(C(C2=CC(=CC=C12)C(F)(F)F)=O)C1=C(C=C(C=C1)O)C)C 1-(4-Fluoro-2-methylphenyl)-3-(4-hydroxy-2-methylphenyl)-6-(trifluoromethyl)-2,3-dihydro-quinazolin-4(1H)-one